(2-((2-(pyrrol-1-yl)ethyl)amino)-4-(trifluoromethoxy)benzyloxy)-2,5-difluoro-N-(1,2,4-thiadiazol-5-yl)-benzenesulfonamide N1(C=CC=C1)CCNC1=C(COC=2C(=C(C=C(C2)F)S(=O)(=O)NC2=NC=NS2)F)C=CC(=C1)OC(F)(F)F